ClC1=C(C(=O)N2CCN(CC2)C(=O)OC(C)(C)C)C=CC(=C1)NC(=O)C=1N(C(=CN1)C1=C(C(=C(C=C1)C=1C=NN(C1C)CCOC)F)F)C tert-butyl 4-[2-chloro-4-[[5-[2,3-difluoro-4-[1-(2-methoxyethyl)-5-methyl-pyrazol-4-yl]phenyl]-1-methyl-imidazole-2-carbonyl]amino]benzoyl]piperazine-1-carboxylate